(5-(2-(1-azaspiro[3.3]heptan-1-yl)acetamido)-2-methylpyridin-3-yl)-2-(2-morpholinopyridin-4-yl)pyrazolo[5,1-b]thiazole-7-carboxamide N1(CCC12CCC2)CC(=O)NC=2C=C(C(=NC2)C)C=2N1C(SC2C2=CC(=NC=C2)N2CCOCC2)=C(C=N1)C(=O)N